(2S,3S)-1-(9H-fluoren-9-ylmethoxycarbonyl)-3-hydroxy-pyrrolidine-2-carboxylic acid C1=CC=CC=2C3=CC=CC=C3C(C12)COC(=O)N1[C@@H]([C@H](CC1)O)C(=O)O